silver copper zinc tin selenium [Se].[Sn].[Zn].[Cu].[Ag]